N-((6-chloropyridazin-3-yl)methyl)prop-2-en-1-amine ClC1=CC=C(N=N1)CNCC=C